(9aR,10R)-10-benzhydryl-4-hydroxy-8,9,9a,10-tetrahydro-7H-pyrrolo[1',2':4,5]pyrazino[1,2-b]pyridazine-3,5-dione C(C1=CC=CC=C1)(C1=CC=CC=C1)[C@@H]1[C@@H]2N(C(C=3N1N=CC(C3O)=O)=O)CCC2